(4-(3-hydroxyoxetan-3-yl)phenyl)(4-((5-(trifluoromethyl)pyridin-2-yl)oxy)piperidin-1-yl)methanone OC1(COC1)C1=CC=C(C=C1)C(=O)N1CCC(CC1)OC1=NC=C(C=C1)C(F)(F)F